2-(((5-(tert-butyl)-6-chloro-1H-indazol-3-yl)amino)methyl)-4-chloro-N,1-dimethyl-N-(cis-4-methylpyrrolidin-3-yl)-1H-imidazole-5-carboxamide C(C)(C)(C)C=1C=C2C(=NNC2=CC1Cl)NCC=1N(C(=C(N1)Cl)C(=O)N([C@@H]1CNC[C@@H]1C)C)C